C(C)(=O)C=1C=CC(=C(COC2=CC=CC(=N2)C2CCN(CC2)CC2=NC3=C(N2C[C@H]2OCC2)C=C(C=C3)C(=O)O)C1)F (S)-2-((4-(6-((5-acetyl-2-fluoroBenzyl)oxy)pyridin-2-yl)piperidin-1-yl)methyl)-1-(oxetan-2-ylmethyl)-1H-benzo[d]imidazol-6-Formic acid